4-(5-(difluoromethyl)-1,3,4-oxadiazol-2-yl)-1-(3-(5-methylpyridin-3-yl)prop-2-yn-1-yl)pyridin-2(1H)-On FC(C1=NN=C(O1)C1=CC(N(C=C1)CC#CC=1C=NC=C(C1)C)=O)F